isopentyl-α-acetyl-3,5-dimethoxy-4-hydroxycinnamate C(CC(C)C)OC(C(=CC1=CC(=C(C(=C1)OC)O)OC)C(C)=O)=O